tert-Butyl (S)-4-(5-(((allyloxy)carbonyl)amino)-7-(4-chloropyridin-2-yl)-7H-pyrrolo[2,3-d]pyrimidin-4-yl)-3-methylpiperazine-1-carboxylate C(C=C)OC(=O)NC1=CN(C=2N=CN=C(C21)N2[C@H](CN(CC2)C(=O)OC(C)(C)C)C)C2=NC=CC(=C2)Cl